C1(=CC=CC=C1)C1=CC=2C3=C(NC2C=C1)CCN(C3)C(=O)OC(C)(C)C tert-Butyl 8-phenyl-1,3,4,5-tetrahydro-2H-pyrido[4,3-b]indole-2-carboxylate